tert-butyl 4-(((7-((tert-butoxycarbonyl) (4-(pyridin-2-yl) benzyl) amino)-3-cyclopropylpyrazolo[1,5-a]pyrimidin-5-yl) amino) methyl)-3,3-difluoropiperidine-1-carboxylate C(C)(C)(C)OC(=O)N(C1=CC(=NC=2N1N=CC2C2CC2)NCC2C(CN(CC2)C(=O)OC(C)(C)C)(F)F)CC2=CC=C(C=C2)C2=NC=CC=C2